C(C)OC(=O)C1=NC(=NS1)C 3-methyl-1,2,4-thiadiazole-5-carboxylic acid ethyl ester